C(C)OC(C=C)=O EThYLACRYLATE